Cl.F\C=C(\CN)/COC=1C=C2CCC(NC2=CC1)C1=CC=CC=C1 (Z)-3-fluoro-2-[(2-phenyl-1,2,3,4-tetrahydroquinolin-6-yl)oxymethyl]prop-2-en-1-amine hydrochloride